3,4-dihydro-1H-[1,4]oxazine O1CCNC=C1